C1(CCCCC1)N1N=CC(=C1)C(=O)NCC1=NC(=NO1)C=1N(C2=CC=CC(=C2C1)N[C@H]1[C@H](CN(CC1)C)F)CC(F)(F)F 1-cyclohexyl-N-{[3-(4-{[(3S,4R)-3-fluoro-1-methylpiperidin-4-yl]amino}-1-(2,2,2-trifluoroethyl)-1H-indol-2-yl)-1,2,4-oxadiazol-5-yl]methyl}-1H-pyrazole-4-carboxamide